[Al].[Si].[Ni] nickel-silicon aluminum